C1(CC1)C=1C(=C2C=CNC2=C(C1)C)C[C@H]1[C@@H](CN(C1)C)C1=CC=C(C(=O)O)C=C1 4-((3R,4S)-4-((5-cyclopropyl-7-methyl-1H-indol-4-yl)methyl)-1-methylpyrrolidin-3-yl)benzoic acid